C1=C(C=CC2=CC=CC=C12)SC1=CN=C(S1)CNC(OC(C)(C)C)=O tert-butyl ((5-(naphthalen-2-ylthio)thiazol-2-yl)methyl)carbamate